1-(2-(1-(2-(methylthio)ethyl)-1H-imidazo[1,2-b]pyrazole-7-carbonyl)-2-azaspiro[3.3]heptan-6-yl)-3-(3-(trifluoromethyl)phenyl)urea CSCCN1C=CN2N=CC(=C21)C(=O)N2CC1(C2)CC(C1)NC(=O)NC1=CC(=CC=C1)C(F)(F)F